(NE)-2-BROMO-4-CHLORO-N-(DIMETHYLAMINOMETHYLIDENE)-5-METHOXYBENZAMIDE BrC1=C(C(=O)/N=C/N(C)C)C=C(C(=C1)Cl)OC